C(#N)CN1CCC(CC1)NC1=C2C=C(N(C2=CC=C1)CC(F)(F)F)C#CCNC=1C=CC(=NC1)C(C#N)(C)C 2-(5-{[3-(4-{[1-(cyanomethyl)piperidin-4-yl]amino}-1-(2,2,2-trifluoroethyl)-1H-indol-2-yl)prop-2-yn-1-yl]amino}pyridin-2-yl)-2-methylpropanenitrile